CC1=CC2=C(N=C(S2)NC(CSC=2N(C(C3=C(N2)CCS3)=O)C3=C(C=CC=C3)C)=O)C=C1 N-(6-methyl-2-benzothiazolyl)-2-[[3,4,6,7-tetrahydro-3-(2-methylphenyl)-4-oxothieno[3,2-d]pyrimidin-2-yl]thio]-acetamide